COC(=O)C=1C=NC(=NC1)C1(CC1)NC(=O)C=1C=NN2C1CN(CC2)C(=O)OC(C)(C)C.OC2=CC=C(CC1=C(C=CC=C1)SC1=CC(=CC(=C1)SC1=C(C=CC=C1)CC1=CC=C(C=C1)O)SC1=C(C=CC=C1)CC1=CC=C(C=C1)O)C=C2 1,3,5-tri(4-hydroxybenzylphenylthio)benzene methyl-2-(l-5-[(tert-butoxy)carbonyl]-4H,5H,6H,7H-pyrazolo[1,5-a]pyrazine-3-amidocyclopropyl)pyrimidine-5-carboxylate